1-aminopiperidine NN1CCCCC1